FC1(CCN(CC1)C=1C2=C(N=CN1)C=CC(=N2)C=2C=C(C=CC2)S(=O)(=O)N)F 3-[4-(4,4-difluoropiperidin-1-yl)pyrido[3,2-d]pyrimidin-6-yl]benzene-1-sulfonamide